2-bromo-1-(pyridazin-3-yl)ethanone BrCC(=O)C=1N=NC=CC1